tert-butyl-4-(5-carbamoyl-4-((3-(5-fluoropyrimidin-2-yl)-2-methoxyphenyl)amino)pyrimidin-2-yl)-1,4-diazepane C(C)(C)(C)N1CCN(CCC1)C1=NC=C(C(=N1)NC1=C(C(=CC=C1)C1=NC=C(C=N1)F)OC)C(N)=O